ClCC1=C2CCN(C2=CC=C1)C(=O)OC(C)(C)C tert-butyl 4-(chloromethyl)indoline-1-carboxylate